3-(1-methyl-6-(trifluoromethyl)-1H-benzo[d]imidazol-5-yl)aniline CN1C=NC2=C1C=C(C(=C2)C=2C=C(N)C=CC2)C(F)(F)F